4-((4-(2-cyanovinyl)-2,6-difluorophenyl)amino)-6-methoxyquinazolin C(#N)C=CC1=CC(=C(C(=C1)F)NC1=NC=NC2=CC=C(C=C12)OC)F